4-methoxy-N-[(1s,4s)-4-({2-[(3-methylphenyl)amino]-6-(trifluoromethyl)pyridin-4-yl}amino)cyclohexyl]benzamide COC1=CC=C(C(=O)NC2CCC(CC2)NC2=CC(=NC(=C2)C(F)(F)F)NC2=CC(=CC=C2)C)C=C1